FC1(CC(C1)CC(=O)N[C@H]([C@H](C)OC)C1=CC=2N(N=C1)C=C(N2)[C@H](C2CCC(CC2)(F)F)NC(OC(C)(C)C)=O)F Tert-Butyl ((S)-(7-((1S,2S)-1-(2-(3,3-difluorocyclobutyl)acetamido)-2-methoxypropyl)imidazo[1,2-b]pyridazin-2-yl)(4,4-difluorocyclohexyl)methyl)carbamate